C(#N)CCC1=CC=2C3=C(C(=NC2C(=C1C1=CC(=CC2=CC=CC=C12)OCOC)F)C)N=C(N3C3C1CN(C3C1)C(=O)OC(C)(C)C)CC tert-butyl (endo)-5-(8-(2-cyanoethyl)-2-ethyl-6-fluoro-7-(3-(methoxymethoxy)naphthalen-1-yl)-4-methyl-1H-imidazo[4,5-c]quinolin-1-yl)-2-azabicyclo[2.1.1]hexane-2-carboxylate